FC1(CC1)C(=O)N[C@H](C(=O)N1[C@@H](C[C@H](C1)O)C(=O)NCC1=C(OCCCCCC(=O)OC(C)(C)C)C=C(C=C1)C1=C(N=CS1)C)C(C)(C)C tert-butyl 6-[2-({[(2S,4R)-1-[(2S)-2-[(1-fluorocyclopropyl)formamido]-3,3-dimethylbutanoyl]-4-hydroxypyrrolidin-2-yl]formamido}methyl)-5-(4-methyl-1,3-thiazol-5-yl)phenoxy]hexanoate